C1(CC1)N1C(C=2N(CC1)C1=C(C2C2=CC(=C(C#N)C=C2)[N+](=O)[O-])N=CC=C1)=O 4-(8-cyclopropyl-9-oxo-6,7,8,9-tetrahydropyrido[2',3':4,5]pyrrolo[1,2-a]pyrazin-10-yl)-2-nitrobenzonitrile